ClC(OC1=CC=C(C=C1)NC(=O)C1=CN(C(C=C1)=O)C1=CC(=CC=C1)C#N)(F)F N-[4-(Chlorodifluoro-methoxy)phenyl]-1-(3-cyanophenyl)-6-oxo-1,6-dihydropyridine-3-carboxamide